(benzyloxy)-2-(prop-2-en-1-yl)benzaldehyde C(C1=CC=CC=C1)OC=1C(=C(C=O)C=CC1)CC=C